FC1=C(C(=C(C(=C1OC([C@@H](NC(=O)OCC1C2=CC=CC=C2C2=CC=CC=C12)CS(=O)(O)=O)=O)F)F)F)F Fmoccysteic acid-pentafluorophenyl ester